tert-butyl N-[(3R,4R)-1-[1-(2-methoxyethyl)-5-nitro-indazol-4-yl]-4-methyl-pyrrolidin-3-yl]carbamate COCCN1N=CC2=C(C(=CC=C12)[N+](=O)[O-])N1C[C@@H]([C@@H](C1)C)NC(OC(C)(C)C)=O